1-benzyl-3-(4-(benzyloxy)phenyl)-3-((4-fluorophenyl)sulfonyl)pyrrolidine C(C1=CC=CC=C1)N1CC(CC1)(S(=O)(=O)C1=CC=C(C=C1)F)C1=CC=C(C=C1)OCC1=CC=CC=C1